ClC1=C(C(=CC=C1)F)N1C=2N(C3=C(C1=O)C=NC(=N3)NC3=C(C=C(C=C3)N3CCN(CC3)C)Cl)CCN2 6-(2-Chloro-6-fluorophenyl)-2-((2-chloro-4-(4-methylpiperazin-1-yl)phenyl)amino)-8,9-dihydroimidazo[1,2-a]pyrimido[5,4-e]pyrimidin-5(6H)-one